(Z)-1-bromo-8,8-dimethyl-10-(octadec-9-en-1-yloxy)-7,9-dioxa-13,14-dithia-8-silahexacosane BrCCCCCCO[Si](OC(CCSSCCCCCCCCCCCC)OCCCCCCCC\C=C/CCCCCCCC)(C)C